N-{[3-(2-{6-[(3R)-3-Aminopiperidine-1-carbonyl]-4-methoxy-3-methylpyrazolo[1,5-a]pyridin-2-yl}-1-(cyclopropylmethyl)-1H-indol-6-yl)phenyl]methyl}methanesulfonamide N[C@H]1CN(CCC1)C(=O)C=1C=C(C=2N(C1)N=C(C2C)C=2N(C1=CC(=CC=C1C2)C=2C=C(C=CC2)CNS(=O)(=O)C)CC2CC2)OC